tert-butyl 6-(3-carbamoyl-7-cyclopropylquinolin-2-yl)-2,6-diazaspiro[3.4]octane-2-carboxylate C(N)(=O)C=1C(=NC2=CC(=CC=C2C1)C1CC1)N1CC2(CN(C2)C(=O)OC(C)(C)C)CC1